lithium nitride [Li+].[Li+].[Li+].[N-3]